N-(1-hydroxyethyl)formamide OC(C)NC=O